O1N=C(C=C1)NC(C[N+]1(CCCCCC1)CC(=O)NC1=C(SC=C1C)C(NCCOC)=O)=O 1-(2-(isoxazol-3-ylamino)-2-oxoethyl)-1-(2-((2-((2-methoxyethyl)carbamoyl)-4-methylthiophen-3-yl)amino)-2-oxoethyl)azepan-1-ium